8-((6-aminopyrimidin-4-yl)amino)-10-methyl-2,3,4,5-tetrahydropyrido[1,2-a][1,4]Diazepine-1,7-dione NC1=CC(=NC=N1)NC1=CC(=C2N(CCCNC2=O)C1=O)C